N-[2-(2-cyano-2-methylideneethyl)-7-(1-methyl-1H-indazol-6-yl)-3-oxo-2,3-dihydro-1H-isoindol-4-yl]methanesulfonamide C(#N)C(CN1CC2=C(C=CC(=C2C1=O)NS(=O)(=O)C)C1=CC=C2C=NN(C2=C1)C)=C